(S)-2-amino-5-(2,5-difluorophenyl)-4-oxo-4,5-dihydrofuran-3-yl-5-d phenylmethanesulfonate C1(=CC=CC=C1)CS(=O)(=O)OC1=C(O[C@@](C1=O)([2H])C1=C(C=CC(=C1)F)F)N